4-(1-carbamimidoyl-1,2,3,6-tetrahydropyridin-4-yl)-N-(4-(4-carbamimidoylpiperazin-1-yl)-3-methylphenyl)-2-fluorobenzamide C(N)(=N)N1CCC(=CC1)C1=CC(=C(C(=O)NC2=CC(=C(C=C2)N2CCN(CC2)C(N)=N)C)C=C1)F